N1C[C@H](C[C@H](C1)O)O (3S,5R)-piperidin-3,5-diol